phenyl-borate C1(=CC=CC=C1)OB([O-])[O-]